ClC1=C(C2=C(N(C(NC2=O)=O)C2=C(C=CC=C2C)C(C)C)N=C1O)O 6-Chloro-5,7-dihydroxy-1-(2-isopropyl-6-methylphenyl)pyrido[2,3-d]pyrimidine-2,4(1H,3H)-dione